CC1=C(C[C@H]2NC(=NOC2)C2=C(N=NC3=CC=CC=C23)OC2=CC(=CC=C2)C)C=CC(=C1)C |r| 4-[(5RS)-5-(2,4-dimethylbenzyl)-5,6-dihydro-4H-1,2,4-oxadiazin-3-yl]3-(3-methylphenoxy)cinnoline